ClC1=CC=C(C=N1)CN1CCN2C1=C(C(CC2O)C)[N+](=O)[O-] 1-(6-chloropyridin-3-ylmethyl)-7-methyl-8-nitro-1,2,3,5,6,7-hexahydro-imidazo[1,2-a]pyridin-5-ol